2-(3-(methoxycarbonyl)phenyl)pyrrolidine-1-carboxylic acid tert-butyl ester C(C)(C)(C)OC(=O)N1C(CCC1)C1=CC(=CC=C1)C(=O)OC